[Co].IC=1C=C(C(=NC1C=1OC=C(N1)C)C=1OC=C(N1)C)I diiodo[2,6-bis[4-(R)-methyl-2-oxazolyl]pyridine] cobalt